(S)-1-((R)-8-(4'-(aminomethyl)biphenyl-3-ylsulfonyl)-1-oxa-8-azaspiro[4.5]decan-3-ylamino)-3-(3-(2-hydroxyethyl)phenoxy)propan-2-ol NCC1=CC=C(C=C1)C1=CC(=CC=C1)S(=O)(=O)N1CCC2(C[C@H](CO2)NC[C@@H](COC2=CC(=CC=C2)CCO)O)CC1